Butyl(chloro)diphenylsilane C(CCC)[Si](C1=CC=CC=C1)(C1=CC=CC=C1)Cl